CC1=NN(C(=C1C=O)C)C1=CC(=CC=C1)C(F)(F)F 3,5-dimethyl-1-(3-(trifluoromethyl)phenyl)-1H-pyrazole-4-carbaldehyde